C[C@@H]1COC[C@@H](N1CC1=C(C(=O)O)C=CC=C1)C (((3R,5S)-3,5-dimethylmorpholino)methyl)benzoic acid